7-(4-(2-Bromoacetyl)phenoxy)heptanoic acid methyl ester COC(CCCCCCOC1=CC=C(C=C1)C(CBr)=O)=O